[C@H]12[C@H](C[C@H](C=C1)C2)C(=O)O (1R,2S,4R)-BICYCLO[2.2.1]HEPT-5-ENE-2-CARBOXYLIC ACID